C(CCCCCCCCCC)C1=CC=NC2=C3N=CC=C(C3=CC=C12)CCCCCCCCCCC 4,7-bisundecyl-1,10-phenanthroline